C[C@]1(CC[C@@H]2[C@H]3CC[C@@]4([C@H](CC[C@H]4[C@@H]3CC[C@@H]2C1)C1(COCC1)C)C)O (3R,5R,8R,9R,10S,13S,14S,17S)-3,13-dimethyl-17-(3-methyltetrahydrofuran-3-yl)-2,4,5,6,7,8,9,10,11,12,14,15,16,17-tetradecahydro-1H-cyclopenta[a]phenanthren-3-ol